BrC1=C2C=CNC2=CC(=C1OC=1C=CC(=C(C(=O)NNC([C@@](CCCC(CS(=O)(=O)CCO)(C)C)(C)C=2C=C(C=CC2)C[C@H](C(=O)OC)C)=O)C1)F)F Methyl (R)-3-(3-((R)-1-(2-(5-((4-bromo-6-fluoro-1H-indol-5-yl)oxy)-2-fluorobenzoyl)hydrazineyl)-7-((2-hydroxyethyl)sulfonyl)-2,6,6-trimethyl-1-oxoheptan-2-yl)phenyl)-2-methylpropanoate